methyl ((4-((tertbutyldimethylsilyl)oxy)piperidin-4-yl)methyl)carbamate C(C)(C)(C)[Si](OC1(CCNCC1)CNC(OC)=O)(C)C